O(C1=CC=CC=C1)C1=CC=C(C=C1)C=1NC=2N(N=C3C2CNCC3)C1C(=O)N 2-(4-phenoxyphenyl)-6,7,8,9-tetrahydro-1H-imidazo[1',2':1,5]pyrazolo[4,3-c]pyridine-3-carboxamide